C(#N)CC=1C(=C(C(=O)N)C=CC1C1=NC(=NC=C1)NC=1C=NN(C1)C1CC1)F (cyanomethyl)-4-(2-((1-cyclopropyl-1H-pyrazol-4-yl)amino)pyrimidin-4-yl)-2-fluorobenzamide